C(\C=C(/C)\CCC=C(C)C)C1=C(C=C(C=C1OC)C(C)(CCCCCC)C)O 2-geranyl-3-methoxy-5-(2-methyloctan-2-yl)phenol